3,3-bis(4-hydroxyphenyl)-2-phenylisoindoline-1-one OC1=CC=C(C=C1)C1(N(C(C2=CC=CC=C12)=O)C1=CC=CC=C1)C1=CC=C(C=C1)O